4-(3-(3,3-difluorocyclobutoxy)-1-((3,3-difluorocyclopentyl)methyl)-4-(trifluoromethyl)-1H-pyrazole-5-carboxamido)picolinamide FC1(CC(C1)OC1=NN(C(=C1C(F)(F)F)C(=O)NC1=CC(=NC=C1)C(=O)N)CC1CC(CC1)(F)F)F